2-[3-[4-(difluoromethoxy)pyrazol-1-yl]-1-[2-(1H-pyrazol-4-ylamino)-[1,2,4]triazolo[1,5-a]pyridin-8-yl]azetidin-3-yl]acetonitrile FC(OC=1C=NN(C1)C1(CN(C1)C=1C=2N(C=CC1)N=C(N2)NC=2C=NNC2)CC#N)F